N1CCC(CC1)N1N=CC=C1 1-(piperidin-4-yl)-1H-pyrazole